CCCCCCCCCCCCCC(C)CC(=O)SCCNC(=O)CCNC(=O)[C@@H](C(C)(C)COP(=O)([O-])OP(=O)([O-])OC[C@@H]1[C@H]([C@H]([C@@H](O1)N2C=NC3=C(N=CN=C32)N)O)OP(=O)([O-])[O-])O The molecule is a 3-methyl fatty acyl-CoA(4-) arising from deprotonation of the phosphate and diphosphate OH groups of 3-methylpalmitoyl-CoA; major species at pH 7.3. It is a 3-methyl fatty acyl-CoA(4-) and an 11,12-saturated fatty acyl-CoA(4-). It is a conjugate base of a 3-methylpalmitoyl-CoA.